C(=O)=C1N(C(C2=CC=CC=C12)=C=O)C1(CCC(CC1)(C(=O)O)C)C(=O)O.BrC1=C(C=CC(=C1)S(F)(F)(F)(F)F)OC(C)C 2-bromo-1-isopropoxy-4-(pentafluorosulfanyl)benzene 1-(1,3-dicarbonylisoindolin-2-yl)4-methyl-(1R,4R)-cyclohexane-1,4-dicarboxylate